4-bromo-N-[3-(4,4-difluoropiperidin-1-yl)phenyl]-2-{spiro[2.5]oct-5-en-6-yl}benzamide tert-Butyl-2-(6,8-dioxo-2,7-diazaspiro[4.6]undecan-2-yl)pyridine-4-carboxylate C(C)(C)(C)OC(=O)C1=CC(=NC=C1)N1CC2(CC1)C(NC(CCC2)=O)=O.BrC2=CC(=C(C(=O)NC1=CC(=CC=C1)N1CCC(CC1)(F)F)C=C2)C2=CCC1(CC1)CC2